C(CCCCC)C(C(=O)OCCCCCCN(CCCCCCOC(C(CCCCCCCC)CCCCCC)=O)CCCCO)CCCCCCCC.C(C)OC=1C=C(C=CC1OCC)C=1OC=C(N1)C(C(=O)C1=C(C=CC=C1)OC(F)F)C 2-(3,4-diethoxyphenyl-oxazol-4-yl)-1-(2-difluoromethoxyphenyl)propan-1-one [(4-Hydroxybutyl)azanediyl]di(hexane-6,1-diyl) bis(2-hexyldecanoate)